2-((R)-2-((tert-butoxycarbonyl)amino)-5-guanidinopentanamido)-3-(4-hydroxy-2,6-dimethylphenyl)propanoic acid C(C)(C)(C)OC(=O)N[C@@H](C(=O)NC(C(=O)O)CC1=C(C=C(C=C1C)O)C)CCCNC(=N)N